NC1=C(C(=C2N(C1=O)C(=CS2)C(=O)O)C2=CC(=CC=C2)C(F)(F)F)CC2=CC=CC1=CC=CC=C21 6-amino-7-(naphthalen-1-ylmethyl)-5-oxo-8-(3-(trifluoromethyl)phenyl)-5H-thiazolo[3,2-a]pyridine-3-carboxylic acid